N-{4-[(3R,4R,5S)-3-amino-4-hydroxy-5-methylpiperidin-1-yl]-7-hydroxy-6,7-dihydro-5H-cyclopenta[b]pyridin-3-yl}-6-[2,6-difluoro-4-(methoxymethyl)phenyl]-5-fluoropyridine-2-carboxamide N[C@@H]1CN(C[C@@H]([C@H]1O)C)C1=C2C(=NC=C1NC(=O)C1=NC(=C(C=C1)F)C1=C(C=C(C=C1F)COC)F)C(CC2)O